FC(C=1C=C(CNC2CN(C2)C(C=C)=O)C=CC1)(F)F 1-(3-((3-(trifluoromethyl)benzyl)amino)azetidin-1-yl)prop-2-en-1-one